C(#N)C=1C=C(C=C(C1)F)[C@@H]1CC=NN1C(=O)N1CCN(CC1)C1=CC(=NC=N1)N1N=C(C(=C1C)C#N)C (S)-1-(6-(4-(5-(3-cyano-5-fluorophenyl)-4,5-dihydro-1H-pyrazole-1-carbonyl)piperazin-1-yl)pyrimidin-4-yl)-3,5-dimethyl-1H-pyrazole-4-carbonitrile